CC=1C(=NN(C1NC(CCC1=CC(=C(C(=C1)F)F)F)=O)COCC[Si](C)(C)C)C1=CC=NC=C1 N-(4-Methyl-3-(pyridin-4-yl)-1-((2-(trimethylsilyl)ethoxy)methyl)-1H-pyrazol-5-yl)-3-(3,4,5-trifluorophenyl)propanamide